4-(2-nitrophenyl)-N-(4-(trifluoromethyl)phenyl)pyrimidin-2-amine [N+](=O)([O-])C1=C(C=CC=C1)C1=NC(=NC=C1)NC1=CC=C(C=C1)C(F)(F)F